[Ir].S1C=CC=C1.S1C=CC=C1 dithiophene iridium